CO[SiH2]C=1OC=CC1 methoxy-2-furylsilane